tert-butyl 2-[4-[[4-[[(2S)-2-[[(2S)-2-[3-(2,5-dioxopyrrol-1-yl)propanoylamino]-3-methyl-butanoyl]amino]propanoyl]amino]phenyl]methyl]morpholin-4-ium-4-yl]acetate O=C1N(C(C=C1)=O)CCC(=O)N[C@H](C(=O)N[C@H](C(=O)NC1=CC=C(C=C1)C[N+]1(CCOCC1)CC(=O)OC(C)(C)C)C)C(C)C